BrC=1SC(=C(N1)C(F)F)OC1=C(C=C(C=C1)N1N=CN(C1=O)CC1=C(C=CC=C1F)F)F 2-(4-((2-bromo-4-(difluoromethyl)thiazol-5-yl)oxy)-3-fluorophenyl)-4-(2,6-difluorobenzyl)-2,4-dihydro-3H-1,2,4-triazol-3-one